diacetoxy(phenyl)-lambda3-iodane C(C)(=O)OI(C1=CC=CC=C1)OC(C)=O